ClC=1C(=NN2C1CN(CCC2)C(=O)OCC2=CC=CC=C2)CS(N(C)C)(=O)=O benzyl 3-chloro-2-((N,N-dimethylsulfamoyl)methyl)-7,8-dihydro-4H-pyrazolo[1,5-a][1,4]diazepine-5(6H)-carboxylate